1,5-dimethyl-1H-pyrazole-3-carboxylic acid ethyl ester C(C)OC(=O)C1=NN(C(=C1)C)C